trans-3-tetradecene-1,1-dicarboxylic acid C(C\C=C\CCCCCCCCCC)(C(=O)O)C(=O)O